ClC=1C=CC(=C(C1)C1=CC(=C(N=N1)OCC1CC(C1)O)NC1=CC(=NC=C1)NC(=O)C1CC(C1)N1CCN(CC1)C)F N-(4-{[6-(5-chloro-2-fluorophenyl)-3-[(3-hydroxycyclobutyl)methoxy]pyridazin-4-yl]amino}pyridin-2-yl)-3-(4-methylpiperazin-1-yl)cyclobutane-1-carboxamide